C(C)(C)N1N=C(N=C1C1CC(CC1)N1CCOCC1)C=1C=NC=C(C1)C(F)(F)F (3-(1-isopropyl-3-(5-(trifluoromethyl)pyridin-3-yl)-1H-1,2,4-triazol-5-yl)cyclopentyl)morpholine